ClC=1C=C(C(=NC1)OC(F)F)S(=O)(=O)N1CC2=C(C=C(C=C2CC1)F)F 2-((5-chloro-2-(difluoromethoxy)pyridin-3-yl)sulfonyl)-6,8-difluoro-1,2,3,4-tetrahydroisoquinoline